C1(CCC1)NC(C1=CC(=CC=C1)NC=1N=NC(=CC1)C1=CC=CC=C1)=O N-cyclobutyl-3-[(6-phenylpyridazin-3-yl)amino]benzamide